C(CCCCCCCC(=O)OCC(COC(CC(CCCCC)CCCCC)=O)(COC(CC(CCCCC)CCCCC)=O)COC(CCCN(C)C)=O)(=O)OCCCC Butyl 2-({[4-(dimethylamino)butanoyl]oxy}methyl)-3-[(3-pentyloctanoyl)oxy]-2-{[(3-pentyloctanoyl)oxy]methyl}propyl nonanedioate